3-(5-(4-(4-(4-((2-amino-9-chloro-10-oxo-10H-chromeno[3,2-b]pyridin-3-yl)oxy)phenyl)piperazin-1-yl)piperidin-1-yl)-1-oxoisoindolin-2-yl)piperidine-2,6-dione NC1=C(C=C2C(=N1)C(C=1C(=CC=CC1O2)Cl)=O)OC2=CC=C(C=C2)N2CCN(CC2)C2CCN(CC2)C=2C=C1CN(C(C1=CC2)=O)C2C(NC(CC2)=O)=O